NN1N=CC(=C1)NC=1N=CC2=C(N1)C=NC=C2 N-(1-amino-pyrazol-4-yl)pyrido[3,4-d]pyrimidin-amine